OSCCNC(CCNC([C@@H](C(COP(OP(OC[C@@H]1[C@H]([C@H]([C@@H](O1)N1C=NC=2C(N)=NC=NC12)O)OP(=O)(O)O)(=O)O)(=O)O)(C)C)O)=O)=O hydroxycoenzyme A